4-(4-(1-((fluorophenyl)carbamoyl)cyclopropane-1-carboxamido)phenoxy)-7-methoxyquinolin-6-yl (R)-2,4-dimethylpiperazine-1-carboxylate C[C@H]1N(CCN(C1)C)C(=O)OC=1C=C2C(=CC=NC2=CC1OC)OC1=CC=C(C=C1)NC(=O)C1(CC1)C(NC1=C(C=CC=C1)F)=O